C[C@H]1[C@H](CCCC1)C1=CN=C(S1)N1C([C@@H]2N(CCN(C2)C#N)CC1)=O (R)-8-(5-((1S,2R)-2-methylcyclohexyl)thiazol-2-yl)-9-oxooctahydro-2H-pyrazino[1,2-a]pyrazine-2-carbonitrile